FC=1C=C(C=CC1OC=1C=C2C=NN(C2=CC1C=1C=NNC1)C)NC(=O)C=1C(N(C(N(C1)C(C)C)=O)C1=CC=C(C=C1)F)=O N-(3-fluoro-4-((1-methyl-6-(1H-pyrazol-4-yl)-1H-indazol-5-yl)oxy)phenyl)-3-(4-fluorophenyl)-1-isopropyl-2,4-dioxo-1,2,3,4-tetrahydropyrimidin-5-carboxamide